2-(3-chlorophenyl)quinoxaline ClC=1C=C(C=CC1)C1=NC2=CC=CC=C2N=C1